2-methyl-6-methylpiperazine CC1NC(CNC1)C